6-(3-fluorophenyl)-4-methylpyridazin-3-carbonitrile FC=1C=C(C=CC1)C1=CC(=C(N=N1)C#N)C